COCC(CCCCCCCCCC)(C)COC 1-methoxy-2-(methoxymethyl)-2-methyldodecane